1-Methyl-4-((3-(3-(trifluoromethoxy)phenyl)-[1,2,4]triazolo[4,3-a]pyridin-6-yl)amino)-trans-cyclohexanol CC1(CCC(CC1)NC=1C=CC=2N(C1)C(=NN2)C2=CC(=CC=C2)OC(F)(F)F)O